phenethyl-2-anilinobenzamide C(CC1=CC=CC=C1)C=1C(=C(C(=O)N)C=CC1)NC1=CC=CC=C1